(7S)-1-amino-7-benzyl-16-fluoro-16-methyl-2,5,8,11-tetraoxo-14-oxa-3,6,9,12-tetraazaheptadecane-17-oic acid benzyl ester C(C1=CC=CC=C1)OC(C(COCNC(CNC([C@@H](NC(CNC(CN)=O)=O)CC1=CC=CC=C1)=O)=O)(C)F)=O